(S)-4-(4-(4-propenoylpiperazin-1-yl)phenyl)-6-(1-(tetrahydrofuran-3-yl)-1H-pyrazol-4-yl)pyrazolo[1,5-a]pyridine-3-carbonitrile C(C=C)(=O)N1CCN(CC1)C1=CC=C(C=C1)C=1C=2N(C=C(C1)C=1C=NN(C1)[C@@H]1COCC1)N=CC2C#N